C(C=C)C=1C=2CCCC2C(=C2CCCC12)NC(=O)N=S(=O)(N)C1=NN(C(=C1)C(C)(C)O)C1=CC=CC=C1 N'-((8-allyl-1,2,3,5,6,7-hexahydro-s-indacen-4-yl)carbamoyl)-5-(2-hydroxypropan-2-yl)-1-phenyl-1H-pyrazole-3-sulfonimidamide